N-(5-aminopentyl)-4-nitro-2-fluorobenzamide NCCCCCNC(C1=C(C=C(C=C1)[N+](=O)[O-])F)=O